benzo[b]benzo[4,5]thieno[2,3-d]thiophene 5,5-dioxide C1=CC=CC2=C1SC1=C2S(C2=C1C=CC=C2)(=O)=O